C(C)OC(=O)C=1C(=NC(=NC1)N1CC(C1)N(C)C(=O)OC(C)(C)C)OCC.[Si](C)(C)(C(C)(C)C)OC1CC(C1)C=1SC=C(N1)C(F)(F)F 2-(3-((tert-butyldimethylsilyl)oxy)cyclobutyl)-4-(trifluoromethyl)thiazole ethyl-2-(3-((tert-butoxycarbonyl)(methyl)amino)azetidin-1-yl)-4-ethoxypyrimidine-5-carboxylate